(10Z)-2-methyl-13-{2-[(3-octyl-1-oxoundecyl) oxy] ethyl}-9,12-dioxo-5-oxa-2,8,13-triazapentadec-10-en-15-yl 3-octylundecanoate C(CCCCCCC)C(CC(=O)OCCN(C(\C=C/C(NCCOCCN(C)C)=O)=O)CCOC(CC(CCCCCCCC)CCCCCCCC)=O)CCCCCCCC